NC1=CC(=C2C(N(CCCCC[C@@](C3=NN=C(C1=N2)O3)(C(F)(F)F)O)CC3=C(C=C(C=C3)OC(F)(F)F)C)=O)C(F)(F)F (6R)-17-amino-6-hydroxy-12-[[2-methyl-4-(trifluoromethoxy)phenyl]methyl]-6,15-bis(trifluoromethyl)-19-oxa-3,4,12,18-tetrazatricyclo[12.3.1.12,5]nonadeca-1(18),2,4,14,16-pentaen-13-one